CC1=C(C=C(C=C1)[N+](=O)[O-])NC1=NC=CC(=N1)C=1C=NC=CC1 N-(2-methyl-5-nitrophenyl)-4-(pyridine-3-yl)pyrimidine-2-amine